NC1CN(CC1OCC1(CC1)OC)C1=NC=2CCC(CC2C=C1)NC(=O)C1=CC2=C(N=N1)N(C=C2Cl)CC N-(2-{3-amino-4-[(1-methoxycyclopropyl)methoxy]pyrrolidin-1-yl}-5,6,7,8-tetrahydroquinolin-6-yl)-5-chloro-7-ethyl-7H-pyrrolo[2,3-c]pyridazine-3-carboxamide